CNC=1SC(=C(N1)C)C1=NC(=NC=C1)NC1=NC=C(C=C1)N1CCNCC1 N,4-dimethyl-5-(2-((5-(piperazin-1-yl)pyridin-2-yl)amino)pyrimidin-4-yl)thiazol-2-amine